CCN(CC)C1=CC2=C(C=C1)C3(C4=CC=CC=C4C(=O)O3)C5=C(O2)C=C(C(=C5)NC6=C(C=C(C=C6)C)C)C 2-(2,4-dimethylphenylamino)-3-methyl-6-diethylaminofluoran